4-{[(2S)-2-(pyridine-3-sulfonamido) propanoyl]oxy}phenyl (2S)-2-(pyridine-3-sulfonamido)propanoate N1=CC(=CC=C1)S(=O)(=O)N[C@H](C(=O)OC1=CC=C(C=C1)OC([C@H](C)NS(=O)(=O)C=1C=NC=CC1)=O)C